[(7S)-7-ethyl-7-hydroxy-5H,6H-cyclopenta[b]pyridin-2-yl]amino-2-[(1,1,2-trimethyl-3,4-dihydroisoquinolin-6-yl)amino]pyrimidine-5-carbonitrile C(C)[C@@]1(CCC=2C1=NC(=CC2)NC2=NC(=NC=C2C#N)NC=2C=C1CCN(C(C1=CC2)(C)C)C)O